1-{3-[(2-amino-3-chloropyridin-4-yl)thio]-5-hydroxymethyl-1H-pyrazolo[3,4-b]pyrazine-6-yl}-N-(5-fluoropyridin-3-yl)-4-methylpiperidin-4-carboximidamide NC1=NC=CC(=C1Cl)SC1=NNC2=NC(=C(N=C21)CO)N2CCC(CC2)(C(NC=2C=NC=C(C2)F)=N)C